C(C)(C)(C)[C@@]12CCCN2[C@H]([C@H](C1)C)C1=NN(C=C1)C1OCCCC1 7a-(tert-butyl)2-methyl-(2S,3R,7aR)-3-(1-(tetrahydro-2H-pyran-2-yl)-1H-pyrazol-3-yl)tetrahydro-1H-pyrrolizine